5-(4-((5-Methoxypyridin-3-yl)methoxy)phenyl)-2-oxo-6-(trifluoromethyl)-1,2-dihydropyridine-3-carboxamide COC=1C=C(C=NC1)COC1=CC=C(C=C1)C=1C=C(C(NC1C(F)(F)F)=O)C(=O)N